FC1=C(C=CC(=C1)F)C1=C(C=C2CNC(C2=C1)=O)C=1C=2CNC(C2C=CC1)=O 6'-(2,4-difluorophenyl)-[4,5'-biisoindoline]-1,1'-dione